ClC1=NC=C(C=N1)CCOCCC(=O)OC(C)(C)C tert-butyl 3-(2-(2-chloropyrimidin-5-yl)ethoxy)propanoate